C(C)(=O)O[C@@H]1[C@@H](O[C@@H]([C@H]([C@@H]1OC(C)=O)N)OCCCC#C)COC(C)=O (2S,3S,4S,5S,6S)-2-(acetoxymethyl)-5-amino-6-(pent-4-yn-1-yloxy)tetrahydro-2H-pyran-3,4-diyl diacetate